FC[C@H](CN(CC[C@@H](C(=O)O)NC([C@H](C)C1=C(C=CC=C1OC)F)=O)CCCCC1=NC=2NCCCC2C=C1)OC (S)-4-(((S)-3-fluoro-2-methoxypropyl)(4-(5,6,7,8-tetrahydro-1,8-naphthyridin-2-yl)butyl)amino)-2-((R)-2-(2-fluoro-6-methoxyphenyl)propanamido)butanoic acid